2-{2-[4-(trifluoromethyl)phenyl]ethoxy}pyridin-4-amine FC(C1=CC=C(C=C1)CCOC1=NC=CC(=C1)N)(F)F